N-(7-(hydroxyamino)-7-oxoheptyl)-5-isobutyl-1,3,4,5-tetrahydro-2H-pyrido[4,3-b]indole-2-carboxamide ONC(CCCCCCNC(=O)N1CC2=C(N(C=3C=CC=CC23)CC(C)C)CC1)=O